C(C)N(S(=O)(=O)NC=1C(=C(C(=O)C2=CNC3=NC=C(C=C32)C=3N=COC3)C(=CC1)F)F)C 4-[3-[3-[[ethyl(methyl)sulfamoyl]amino]-2,6-difluoro-benzoyl]-1H-pyrrolo[2,3-b]pyridin-5-yl]oxazole